ONC(=O)[C@H](C(C)(C)C)NC(=O)C=1C=2C[C@@H]3[C@H](C2N(N1)C1=NC=CN=C1)C3 (1aR,5aR)-2-Pyrazin-2-yl-1a,2,5,5a-tetrahydro-1H-2,3-diaza-cyclopropa[a]pentalene-4-carboxylic acid ((S)-1-hydroxycarbamoyl-2,2-dimethyl-propyl)-amide